3-[3-[5-acetyl-6-(3-cyano-5-methyl-pyrazol-1-yl)-2-pyridinyl]-6-[(6-methylpyridazin-3-yl)amino]benzimidazol-5-yl]oxopyrrolidine-1-carboxylic acid tert-butyl ester C(C)(C)(C)OC(=O)N1C(C(CC1)C1=CC2=C(N=CN2C2=NC(=C(C=C2)C(C)=O)N2N=C(C=C2C)C#N)C=C1NC=1N=NC(=CC1)C)=O